FC1=CC=C(C=C1)C(C(=O)N[C@@H](C)C(=O)N[C@H](CCC(=O)O)C(=O)O)(C)C (2-(4-fluorophenyl)-2-methylpropanoyl)-L-alanyl-D-glutamic acid